N1-[2-(dimethylamino)ethyl]-N4-[4-(1-{[3-(1,3-dioxolan-2-yl)-2-[(4-methoxyphenyl)methoxy]phenyl]methyl}indol-3-yl)pyrimidin-2-yl]-5-methoxy-N1-methyl-2-nitrobenzene-1,4-diamine CN(CCN(C1=C(C=C(C(=C1)OC)NC1=NC=CC(=N1)C1=CN(C2=CC=CC=C12)CC1=C(C(=CC=C1)C1OCCO1)OCC1=CC=C(C=C1)OC)[N+](=O)[O-])C)C